tert-butyl N-cyclopropyl-N-[1-[6-[7-pyrazol-1-yl-1-(2-trimethylsilyl ethoxymethyl)indazol-4-yl]-1,2,4-triazin-3-yl]pyrrolidin-3-yl]carbamate C1(CC1)N(C(OC(C)(C)C)=O)C1CN(CC1)C=1N=NC(=CN1)C1=C2C=NN(C2=C(C=C1)N1N=CC=C1)COCC[Si](C)(C)C